6-methyl-N5-[2-nitro-5-(2-pyridyl)phenyl]pyridine-2,5-diamine CC1=C(C=CC(=N1)N)NC1=C(C=CC(=C1)C1=NC=CC=C1)[N+](=O)[O-]